N-((2R,3S)-1-(4-methoxypyridin-2-yl)-2-((((CIS)-4-phenylcyclohexyl)oxy)methyl)pyrrolidin-3-yl)methanesulfonamide COC1=CC(=NC=C1)N1[C@H]([C@H](CC1)NS(=O)(=O)C)CO[C@@H]1CC[C@@H](CC1)C1=CC=CC=C1